(5'S,7a'R)-3-[(5-chloropyridin-3-yl)oxy]-5'-(1-methyl-1H-pyrazol-3-yl)tetrahydro-3'H-spiro[cyclobutane-1,2'-pyrrolo[2,1-b][1,3]oxazol]-3'-one ClC=1C=C(C=NC1)OC1CC2(C(N3[C@H](O2)CC[C@H]3C3=NN(C=C3)C)=O)C1